C(C)(C)(C)OC(=O)N(CC(=O)OC)C=1OC=CN1 Methyl 2-(tert-butoxycarbonyl(oxazol-2-yl)amino)acetate